2-phenoxyoctaethylene glycol acrylate C(C=C)(=O)O.O(C1=CC=CC=C1)C(CO)OCCOCCOCCOCCOCCOCCOCCO